C[Si]([NH-])(C)C.C[Si]([NH-])(C)C.[Li+].[Li+] lithium bistrimethyl-silylamide